C(C1=CC=CC=C1)OC(=O)NC(C(=O)O)CCC1=CC(=C(C=C1)C(F)(F)F)Cl 2-(((Benzyloxy)carbonyl)amino)-4-(3-chloro-4-(trifluoromethyl)phenyl)butanoic acid